2-(5-fluoro-3-pyridyl)-N,N-dipropyl-4-(trifluoromethyl)pyrimidin-5-amine FC=1C=C(C=NC1)C1=NC=C(C(=N1)C(F)(F)F)N(CCC)CCC